O.[Na+].[Na+].[Na+].CC1=C(C=C(C(=C1)C)P(C1=CC(=C(C=C1C)C)S(=O)(=O)[O-])C1=CC(=C(C=C1C)C)S(=O)(=O)[O-])S(=O)(=O)[O-] tris(4,6-dimethyl-3-sulfophenyl)phosphine trisodium salt hydrate